[N+](=O)([O-])C=1C=CC(=NC1)OC1CCC(CC1)C(=O)OCC1=CC=CC=C1 benzyl (1r,4r)-4-[(5-nitropyridin-2-yl)oxy]cyclohexane-1-carboxylate